4-(3-(ethylamino)phenyl)-2-(4-(trifluoromethyl)phenyl)phthalazin-1(2H)-one C(C)NC=1C=C(C=CC1)C1=NN(C(C2=CC=CC=C12)=O)C1=CC=C(C=C1)C(F)(F)F